7-(((tert-butyldimethylsilyl)oxy)methyl)-2,3,4,7-tetrahydro-1H-azepine-1-carboxylic acid benzyl ester C(C1=CC=CC=C1)OC(=O)N1CCCC=CC1CO[Si](C)(C)C(C)(C)C